N-(2-phenyl-1,2,3,4-tetrahydroquinoline-6-yl)pivalamide C1(=CC=CC=C1)C1NC2=CC=C(C=C2CC1)NC(C(C)(C)C)=O